CN1N=CC(=C1)C=1C=CC=C2C=NC(=NC12)NC1=CC(=CC=C1)N1CCN(CC1)C 8-(1-methyl-1H-pyrazol-4-yl)-N-(3-(4-methylpiperazin-1-yl)phenyl)quinazolin-2-amine